(S,S)-N-[2-(3-phenylpropyl)amino-1,2-diphenylethyl]-p-toluenesulfonamide C1(=CC=CC=C1)CCCN[C@H]([C@H](C1=CC=CC=C1)NS(=O)(=O)C1=CC=C(C)C=C1)C1=CC=CC=C1